N,N-dimethyl-4-(3-trifluoromethyl-phenyl)-1,2,3,4-tetrahydro-1-naphthylamine CN(C)C1CCC(C2=CC=CC=C12)C1=CC(=CC=C1)C(F)(F)F